C(#N)C(C(=O)NC1C(CCCC1)C)=CC=1SC(=CC1)C 2-cyano-N-(2-methylcyclohexyl)-3-(5-methylthiophen-2-yl)prop-2-enamide